3-(4-amino-6-ethynylpyrido[3,4-d]pyrimidin-8-yl)-2,4-dimethylphenol NC=1C2=C(N=CN1)C(=NC(=C2)C#C)C=2C(=C(C=CC2C)O)C